BrC1=CC=C(OP(=O)(OC2=CC=C(C=C2)[N+](=O)[O-])N[C@@H](C)C(=O)OC2CCC2)C=C1 Cyclobutyl ((4-bromophenoxy)(4-nitrophenoxy)phosphoryl)-L-alaninate